C(C=C)[C@H]1[C@H](C[C@H]([C@H](O1)C)N)C (2R,3R,5S,6S)-6-allyl-2,5-dimethyltetrahydro-2H-pyran-3-amine